C(C)(=O)NC1=CC=C(C(=O)N2CC3=CC=CC(=C3CC2)C(CC(=O)O)C2=CC3=C(N(N=N3)C)C(=C2)OC)C=C1 3-[2-(4-Acetylaminobenzoyl)-1,2,3,4-tetrahydroisoquinolin-5-yl]-3-(7-methoxy-1-methyl-1H-benzo[d][1,2,3]triazol-5-yl)propionic acid